FC1=C(CN2C(N3C(C(=C2)C(=O)N[C@@H]2[C@H](COCC2)O)=NC=C3)=O)C(=CC(=C1)C1=CC=NN1C)F 6-(2,6-difluoro-4-(1-methyl-1H-pyrazol-5-yl)benzyl)-N-((3R,4S)-3-hydroxytetrahydro-2H-pyran-4-yl)-5-oxo-5,6-dihydroimidazo[1,2-c]pyrimidine-8-carboxamide